CC(C(=O)O)(C)SC 2-METHYL-2-(METHYLSULFANYL)PROPANOIC ACID